BrC1=CC2=C(N=C(O2)C2=CC(=C(C=C2)F)OC)C=C1 6-Bromo-2-(4-fluoro-3-methoxyphenyl)benzo[d]oxazole